C(C)OC(=O)C1=C(N=C(S1)NC1=NC(=CC(=N1)CC(=O)OCC)N1CC(NCC1)=O)C 2-[(4-Ethoxycarbonylmethyl-6-[3-oxo-1-piperazinyl]-pyrimidin-2-yl)-amino]-4-methyl-5-thiazolecarboxylic acid ethyl ester